(4R)-2-{[(2S)-1,4-Dioxan-2-yl]methyl}-4-methyl-8-(trifluoromethyl)-4,5-dihydro-2H-furo[2,3-g]indazol O1[C@H](COCC1)CN1N=C2C3=C(C[C@H](C2=C1)C)OC=C3C(F)(F)F